1,7,7-trimethyl-2-oxo-5,8-dihydropyrano[4,3-b]pyridine-3-carboxylic acid CN1C2=C(C=C(C1=O)C(=O)O)COC(C2)(C)C